acetoacetic acid anilide C(CC(=O)C)(=O)NC1=CC=CC=C1